O1C(CCCC1)C1=NNC2=CC=CC=C12 tetrahydropyran-2-yl-indazole